C(CC)S(=O)(=O)O propanesulfonic Acid